C(C)(C)(C)OC(=O)N1CC(C1)OC=1C=NC(=NC1)Cl.C(C)(C)(C)OC(=O)NCCCCC (R)-5-((tert-butoxycarbonyl)amino)pentan tert-butyl-3-(2-chloropyrimidin-5-yl)oxyazetidine-1-carboxylate